N1(CCCCC1)N1CCCCC1 bipiperidin-1-yl